(E)-1-(4-trifluoromethylphenyl)-1-pentanone-O-(2-aminoethyl) oxime NCCO\N=C(/CCCC)\C1=CC=C(C=C1)C(F)(F)F